FC(C(=O)O)(F)F.CN(C1CCC2(CCNCC2)CC1)C=1C2=C(N=CN1)NC=C2 N-methyl-N-(7H-pyrrolo[2,3-d]pyrimidin-4-yl)-3-azaspiro[5.5]undecan-9-amine 2,2,2-trifluoroacetate salt